C(C1=CC=CC=C1)C1=CC=C(C=N1)N1CCN(CC1)C=1C=NN2C1C=CC(=C2)C=2C=NN(C2)C 3-(4-(6-benzyl-pyridin-3-yl)-piperazin-1-yl)-6-(1-methyl-1H-pyrazol-4-yl)pyrazolo[1,5-a]pyridine